FC1=C(C=C(C=C1)[C@@](CS(=O)(=O)N)(C)O)C=1N=NN(N1)CC1=C(C=CC(=C1)OC(F)(F)F)F |o1:7| (R or S)-2-(4-fluoro-3-(2-(2-fluoro-5-(trifluoromethoxy)benzyl)-2H-tetrazol-5-yl)phenyl)-2-hydroxypropane-1-sulfonamide